[2H]C(N(C)C)C(C1=CNC2=CC=CC=C12)([2H])[2H] α,β,β-Trideutero-N,N-dimethyltryptamin